OC(CNC1=CC(=CC=C1)OC)C1=NNC(N1)=O 3-[1-hydroxy-2-(3-methoxyphenylamino)ethyl]-1H-1,2,4-triazol-5(4H)-one